tert-butylperoxy 2-ethylhexyl monocarbonate C(OOOC(C)(C)C)(OCC(CCCC)CC)=O